NC=1C=2N(C=CN1)C(=NC2C2=CC=C(C(=O)NC1=NC=CC(=C1)C(F)(F)F)C=C2)[C@]2(CN1C(CC[C@@H]1CC2)=O)C 4-{8-amino-3-[(6R,8aS)-6-methyl-3-oxooctahydroindolizin-6-yl]imidazo[1,5-a]pyrazin-1-yl}-N-[4-(trifluoromethyl)pyridin-2-yl]benzamide